ClC1=C(C=C2C=NN(C2=C1)C(C(C)(C)C)=O)NC1=NC=C(C=C1)F 1-[6-chloro-5-[(5-fluoro-2-pyridinyl)amino]indazol-1-yl]-2,2-dimethyl-propan-1-one